N-((5-(5-(difluoromethyl)-1,3,4-oxadiazol-2-yl)thiazol-2-yl)methyl)-N-(pyridin-3-yl)cyclopropanesulfonamide FC(C1=NN=C(O1)C1=CN=C(S1)CN(S(=O)(=O)C1CC1)C=1C=NC=CC1)F